p-tert-butyl-chlorobenzyl chloride C(C)(C)(C)C1=CC=C(C(Cl)Cl)C=C1